methyl-1H-pyrazol-4-ic acid CN1N=CC(=C1)C(=O)O